OC1=C(C(OC2=CC=CC=C12)=O)C=O 4-HYDROXY-2-OXO-2H-CHROMENE-3-CARBALDEHYDE